C(C)(C)(C)C=1C=C(CN(C(CN(S(=O)(=O)C2=C(C(=C(C(=C2F)F)F)F)F)CC2=NC=CC=C2C(F)(F)F)=O)C2=C(C=C(C(=O)O)C=C2)OC)C=C(C1)C1CC1 4-(N-(3-(tert-butyl)-5-cyclopropylbenzyl)-2-(N-((3-(trifluoromethyl)pyridin-2-yl)methyl)-(2,3,4,5,6-pentafluoro-phenyl)sulfonamido)acetamido)-3-methoxybenzoic acid